C(CCC(=O)OCC)(=O)ON amino Ethyl succinate